NC=1C2=C(N=CN1)N(C(=C2C2=CC(=CC=C2)OC)C2=CC=C(C=C2)NC(C#CC)=O)C N-(4-(4-amino-5-(3-methoxyphenyl)-7-methyl-7H-pyrrolo[2,3-d]pyrimidin-6-yl)phenyl)but-2-ynamide